Spiro[9H-fluoren-9,7'(12'H)-indeno[1,2-a]carbazol] C1=CC=CC=2C=3C=CC4=C(C3NC12)C1=CC=CC=C1C41C4=CC=CC=C4C=4C=CC=CC41